lithium ferric fluorosulfate S(=O)(=O)([O-])F.[Fe+3].[Li+].S(=O)(=O)([O-])F.S(=O)(=O)([O-])F.S(=O)(=O)([O-])F